N-(4-(2-(((1r,4r)-4-(dimethylamino)cyclohexyl)amino)-8-iso-propyl-7-oxo-7,8-dihydropyrido[2,3-d]-pyrimidin-6-yl)-2,3,6-trifluorophenyl)cyclopropanecarboxamide CN(C1CCC(CC1)NC=1N=CC2=C(N1)N(C(C(=C2)C2=C(C(=C(C(=C2)F)NC(=O)C2CC2)F)F)=O)C(C)C)C